CN1C2=NC(=NC(=C2N=C1)C1=CC=C(C=C1)OC(F)(F)F)[C@@H]1CN(CC1)C(C=C)=O (S)-1-(3-(9-methyl-6-(4-(trifluoromethoxy)phenyl)-9H-purin-2-yl)pyrrolidin-1-yl)prop-2-en-1-one